C(C1=CC=CC=C1)C=1C=NC(=NC1)N1CCN(CC1)C=1C=NN2C1C=CC(=C2)C2=NN(C=C2)C 3-[4-(5-benzylpyrimidin-2-yl)piperazin-1-yl]-6-(1-methyl-1H-pyrazol-3-yl)pyrazolo[1,5-a]pyridine